5-amino-8-(2,6-dimethyl-4-pyridinyl)-2-[[(2S,4S)-4-hydroxypyrrolidin-2-yl]methyl]-7-phenyl-[1,2,4]triazolo[4,3-c]pyrimidin-3-one NC1=NC(=C(C=2N1C(N(N2)C[C@H]2NC[C@H](C2)O)=O)C2=CC(=NC(=C2)C)C)C2=CC=CC=C2